3-methyl-1-(tetrahydro-2H-pyran-4-yl)-1,3-dihydro-2H-imidazo[4,5-c]cinnolin-2-one CN1C(N(C2=C1N=NC=1C=CC=CC21)C2CCOCC2)=O